2,6-dimethyl-2,5,7-octatrien-1-ol CC(CO)=CCC=C(C=C)C